BrC=1C=C(C(=NC1)NC(CC)=O)C=O N-(5-bromo-3-formylpyridin-2-yl)propanamide